COC1=CC=2N(C=C1)C=C(N2)CNC(=O)C=2C=1C=NNC1C=CC2 N-({7-methoxyimidazo[1,2-a]pyridin-2-yl}methyl)-1H-indazole-4-carboxamide